5-(3-(4-((3-bromo-4-(trifluoro-methoxy)benzyl)amino)butoxy)azetidin-1-yl)benzo[c][2,6]naphthyridine BrC=1C=C(CNCCCCOC2CN(C2)C2=NC3=C(C4=CN=CC=C24)C=CC=C3)C=CC1OC(F)(F)F